4-(1-hydroxy-2-(methylamino) ethyl)-1,2-phenylene diacetate C(C)(=O)OC1=C(C=C(C=C1)C(CNC)O)OC(C)=O